2-(6-oxa-3-azabicyclo[3.1.1]heptan-3-yl)thiazole-4-carboxylic acid C12CN(CC(O1)C2)C=2SC=C(N2)C(=O)O